C(C)(=O)O.NCC1=C(C=C(C=C1)C)CS(=O)(=O)NC 2-Aminomethyl-5-methyl-phenyl-N-methyl-methanesulfonamide acetate